5-amino-2-fluoro-N-((3S,4S)-4-fluoropiperidin-3-yl)-4-((2-(pyridin-2-yloxy)ethyl)amino)benzamide NC=1C(=CC(=C(C(=O)N[C@H]2CNCC[C@@H]2F)C1)F)NCCOC1=NC=CC=C1